ClC1=C(C=C(C=C1)O)C=1CCN(CC1)C 4-chloro-3-(1-methyl-3,6-dihydro-2H-pyridin-4-yl)phenol